undecylpentenyl-glucose C(CCCCCCCCCC)[C@@](C(=O)C=CCCC)(O)[C@@H](O)[C@H](O)[C@H](O)CO